ethyl rac-(1R*,2S*)-2-[(2,4-dimethoxybenzyl)(3-ethoxy-3-oxopropanoyl)amino]cyclopentanecarboxylate COC1=C(CN([C@@H]2[C@@H](CCC2)C(=O)OCC)C(CC(=O)OCC)=O)C=CC(=C1)OC |r|